2-allyl-6-(p-bromophenylamino)-1-[6-(1-methyl-4-piperidyloxy)-2-pyridyl]-1,2-dihydro-3H-1,2,5,7-tetraazainden-3-one C(C=C)N1N(C2=NC(=NC=C2C1=O)NC1=CC=C(C=C1)Br)C1=NC(=CC=C1)OC1CCN(CC1)C